COC1=NN2C(S1)=NC(=C2)C2=NN1C(C(=CC(=C1)OC)OCC1=CN=CS1)=C2 2-methoxy-6-(6-methoxy-4-(thiazol-5-ylmethoxy)pyrazolo[1,5-a]pyridin-2-yl)imidazo[2,1-b][1,3,4]thiadiazole